C[C@@H]1N(C[C@H](N(C1)C(\C=C\C(C)=O)=O)C)C1=NC=NC2=CC=C(C=C12)C=1C=C(C(=NC1)OC)NS(=O)(=O)C1=C(C=C(C=C1)F)F N-(5-(4-((2S,5R)-2,5-dimethyl-4-((E)-4-oxopent-2-enoyl)piperazin-1-yl)quinazolin-6-yl)-2-methoxypyridin-3-yl)-2,4-difluorobenzenesulfonamide